ClC1=NN(N=C1)C=1C=C(C=CC1C(F)(F)F)NC(=O)N1[C@@H]2C[C@H](C[C@]1(C2)C=2OC(=NN2)C)C (1S,3R,5R)-N-(3-(4-chloro-2H-1,2,3-triazol-2-yl)-4-(trifluoromethyl)phenyl)-3-methyl-1-(5-methyl-1,3,4-oxadiazol-2-yl)-6-azabicyclo[3.1.1]heptane-6-carboxamide